N-methyl-3H-imidazo[4,5-c]pyridine-6-carboxamide CNC(=O)C1=CC2=C(C=N1)NC=N2